C(C)(C)(C)C1=NC(=NO1)C(=O)[O-].[Li+] lithium 5-(tert-butyl)-1,2,4-oxadiazole-3-carboxylate